tetradecyldimethyl-benzyl-amine mandelate C(C(O)C1=CC=CC=C1)(=O)O.C(CCCCCCCCCCCCC)C(C1=CC=CC=C1)N(C)C